C(C)(=O)C=1C=C(N(C1)CC(=O)N1[C@@H](C[C@H](C1)F)C(NC1=NC(=CC=C1)Br)=O)C(=O)NCC=1C=NC(=NC1)C 4-acetyl-1-(2-((2S,4R)-2-((6-bromopyridin-2-yl)carbamoyl)-4-fluoropyrrolidin-1-yl)-2-oxoethyl)-N-((2-methylpyrimidin-5-yl)methyl)-1H-pyrrole-2-carboxamide